C1(=CC=CC=C1)[C@@H](C)N1CCCCC1 1-((R)-1-phenylethyl)piperidin